[P].C1=CC=CC=2C3=CC=CC=C3OP(C12)=O 9,10-dihydro-9-oxa-10-phosphaphenanthrene-10-oxide phosphorus